C(C)OC(C(F)(F)F)C1=CC=C(C2=C1N=C(O2)C2NCC1N(C2C1)C(=O)[O-])C=1SC=CN1 4-(1-ethoxy-2,2,2-trifluoroethyl-7-(thiazol-2-yl)benzo[d]oxazol-2-yl)-3,6-diazabicyclo[3.1.1]heptane-6-carboxylate